N[C@H]1[C@H](C[C@@H](OC1)C(=O)N1[C@H](C2=CC=CC=C2CC1)C1=CC=C(C=C1)F)OC ((2R,4S,5R)-5-amino-4-methoxytetrahydro-2H-pyran-2-yl)((S)-1-(4-fluorophenyl)-3,4-dihydroisoquinolin-2(1H)-yl)methanone